ClC=1C=C(C=C(C1)CNCCCCOC1CN(C1)C1=C2C=NNC2=CC(=C1)C=1C=NOC1)CC#N 2-(3-chloro-5-(((4-((1-(6-(isoxazol-4-yl)-1H-indazol-4-yl)azetidin-3-yl)oxy)butyl)amino)methyl)phenyl)acetonitrile